8-Chloro-5-(2-chloropiperazin-1-yl)-2,3-dihydro-1,4-benzodioxine ClC1=CC=C(C2=C1OCCO2)N2C(CNCC2)Cl